bis(4-hydroxy-2,3,5-trimethylphenyl)-3,4-dihydroxyphenylmethane OC1=C(C(=C(C=C1C)C(C1=CC(=C(C=C1)O)O)C1=C(C(=C(C(=C1)C)O)C)C)C)C